Cl.NC(C(=O)N1CCN(CC1)C(=O)NC1=NC(N(C=C1)C1=CC=C(C=C1)C[C@H](C(=O)N1CCC(CCC1)N)N)=O)(C)C 4-(2-Amino-2-methylpropanoyl)-N-(1-(4-((2R)-2-amino-3-(4-aminoazepan-1-yl)-3-oxopropyl)phenyl)-2-oxo-1,2-dihydropyrimidin-4-yl)piperazine-1-carboxamide hydrochloride salt